CC1(CC1)NC(O[C@H]1C[C@H](CC1)C1=CC(=NN1)NC(CC1=NC=CC(=C1)C(F)F)=O)=O (1R,3S)-3-[3-({[4-(di-fluoromethyl)pyridin-2-yl]acetyl}amino)-1H-pyrazol-5-yl]cyclopentyl (1-methylcyclopropyl)-carbamate